BrC=1C=C2C(N(C(C2=C(C1)F)(OCC1(CC1)O)C1=CC=C(C=C1)Cl)CC1=NC=C(C#N)C=C1)=O 6-[5-bromo-1-(4-chloro-phenyl)-7-fluoro-1-(1-hydroxy-cyclopropylmethoxy)-3-oxo-1,3-dihydro-isoindol-2-ylmethyl]Nicotinonitrile